3,6-bismethoxycarbazole COC=1C=CC=2NC3=CC=C(C=C3C2C1)OC